C(#N)C1=NC=C(C(=C1F)CNC(=O)C=1C=NC(=C(C1)F)OC(F)F)OC N-[(2-cyano-3-fluoro-5-methoxypyridin-4-yl)methyl]-6-(difluoromethoxy)-5-fluoropyridine-3-carboxamide